(S)-6-(5-bromo-1-(4,4-difluorocyclohexyl)-1H-benzo[d]Imidazol-2-yl)piperidin-2-one BrC1=CC2=C(N(C(=N2)[C@@H]2CCCC(N2)=O)C2CCC(CC2)(F)F)C=C1